NC(C(=O)OCC1=CC(=C(C(=C1)OCCCCCCCCCCCCCCCCCC)OCCCCCCCCCCCCCCCCCC)OCCCCCCCCCCCCCCCCCC)CCCCNC(C1=CC=CC=C1)(C1=CC=CC=C1)C1=CC=CC=C1 (3,4,5-trioctadecoxyphenyl)methyl 2-amino-6-(tritylamino)hexanoate